FC1=C(C=CC(=C1)C1=CC=CC=C1)CNC1=NN2C(NC(=CC2=O)CCC)=N1 2-[(2-fluoro-4-phenyl-phenyl)methylamino]-5-propyl-4H-[1,2,4]triazolo[1,5-a]pyrimidin-7-one